[Cu+2].[Ce+3] cerium (III)-copper